(3S,4S)-8-(5-((3-chloro-2-((2-(4-(2-methoxyethyl)piperazin-1-yl)pyrimidine-4-yl)amino)pyridin-4-yl)thio)pyrazin-2-yl)-3-methyl-2-oxo-8-azaspiro[4.5]decane-4-amine hydrochloride Cl.ClC=1C(=NC=CC1SC=1N=CC(=NC1)N1CCC2([C@H]([C@@H](C(C2)=O)C)N)CC1)NC1=NC(=NC=C1)N1CCN(CC1)CCOC